6,7,8,9-tetrahydro-5H-pyrimido[4,5-e][1,4]diazepine N1=CN=CC2=C1NCCNC2